(3R)-4-[5-chloro-4-(1-methyl-1H-pyrazol-5-yl)-7-[1-(tetrahydropyran-2-yl)-1H-pyrazol-5-yl]imidazo[1,5-b]pyridazin-2-yl]-3-methylmorpholine ClC=1N=C(N2N=C(C=C(C21)C2=CC=NN2C)N2[C@@H](COCC2)C)C2=CC=NN2C2OCCCC2